C(N)(=N)N1[C@H]([C@@H](C1)C(=O)O)C (2S,3R)-1-carbamimidoyl-2-methylazetidine-3-carboxylic acid